2,2'-azobis(1-imino-1-pyrrolidino-2-methylpropane) dihydrochloride Cl.Cl.N(=NC(C(=N)N1CCCC1)(C)C)C(C(N1CCCC1)=N)(C)C